N1=CC(=CC=C1)C beta-picoline